6'-(ethane-1,2-diylbis(5-carbamoyl-4-methoxy-1H-benzo[d]imidazole-1,2-diyl))bis(3-(trifluoromethyl)benzoic acid) C(CN1C(=NC2=C1C=CC(=C2OC)C(N)=O)C2=C(C(=O)O)C=CC=C2C(F)(F)F)N2C(=NC1=C2C=CC(=C1OC)C(N)=O)C1=C(C(=O)O)C=CC=C1C(F)(F)F